COC(=O)C1=NC(=NC(=C1)C)N.ClC=1C=NC=CC1C1N(CCNC1)C(=O)C1=C(C=C(C=C1)NC(=O)C1CC1)N1CCCC1 N-[4-[2-(3-chloropyridin-4-yl)piperazine-1-carbonyl]-3-pyrrolidin-1-ylphenyl]cyclopropanecarboxamide methyl-2-amino-6-methylpyrimidine-4-carboxylate